tert-butyl 4-[3-[4-(5-carbamoyl-1-methyl-indazol-7-yl)oxyphenoxy]propyl]-2-oxo-piperazine-1-carboxylate C(N)(=O)C=1C=C2C=NN(C2=C(C1)OC1=CC=C(OCCCN2CC(N(CC2)C(=O)OC(C)(C)C)=O)C=C1)C